NC1=C2N=CN(C2=NC(=N1)F)[C@H]1C[C@@H]([C@@](O1)(C#C)COP(=O)(OC1=CC=CC=C1)N[C@H](C(=O)OCC(CCCCCCC)CCCCCCC)CC1=CC(=CC(=C1)F)F)O 2-Heptylnonyl (2S)-2-(((((2R,3S,5R)-5-(6-amino-2-fluoro-9H-purin-9-yl)-2-ethynyl-3-hydroxytetra-hydrofuran-2-yl)methoxy)-(phenoxy)phosphoryl)-amino)-3-(3,5-difluorophenyl)propanoate